FC(C(C)C=CC(CC)C(F)(F)F)(F)F 2,5-bis(trifluoromethyl)hept-3-ene